C(C)N(CCC1=CNC2=CC(=CC=C12)F)C N-ethyl-2-(6-fluoro-1H-indol-3-yl)-N-methylethan-1-amine